ClC=1C=NC=C(C1[C@@H](C)OC=1C=C2C(=NNC2=CC1)C=1C=NC(=CC1)C1CCN(CC1)S(=O)(=O)C)Cl 5-[(1R)-1-(3,5-dichloro-4-pyridyl)ethoxy]-3-[6-(1-methylsulfonyl-4-piperidyl)-3-pyridyl]-1H-indazole